ClC=1C(=CC(=NC1)NC1CCN(CC1)CC1=C2CN(C(C2=CC=C1)=O)C1C(NC(CC1)=O)=O)C1=NC(=CC=C1)NCC1(CCOCC1)C#N 4-(((5'-chloro-2'-((1-((2-(2,6-dioxopiperidin-3-yl)-1-oxoisoindoline-4-yl)methyl)piperidin-4-yl)amino)-[2,4'-bipyridyl]-6-yl)amino)methyl)tetrahydro-2H-pyran-4-carbonitrile